Octadecenoic acid, methyl ester C(C=CCCCCCCCCCCCCCCC)(=O)OC